tert-butyl [21-(2,5-dioxo-2,5-dihydro-1H-pyrrol-1-yl)-16-oxo-3,6,9,12-tetraoxa-15-azahenicos-1-yl]carbamate O=C1N(C(C=C1)=O)CCCCCC(NCCOCCOCCOCCOCCNC(OC(C)(C)C)=O)=O